NC=1C(=C(C=C2C=C(N=CC12)NC(=O)[C@@H]1[C@H]([C@H]1C=1C=NN(C1)C)C)C=1C=NC=C(C1C)N)F (1R,2S,3R)-N-(8-amino-6-(5-amino-4-methylpyridin-3-yl)-7-fluoroisoquinolin-3-yl)-2-methyl-3-(1-methyl-1H-pyrazol-4-yl)cyclopropane-1-carboxamide